Cl.COC=1C=C(C(=N)N)C=CC1OC 3,4-dimethoxybenzamidine hydrochloride